SC1=CC=C(CS(=O)(=O)[O-])C=C1 4-mercapto-benzylsulfonate